C(#N)C1=CC=C(C(=O)OCC#N)C=C1 Cyanomethyl 4-cyanobenzoate